ClC=1C=C2C(=NC=NC2=CC1C1=C(C=CC=C1O)F)N1CCN(CC1)C(C=C)=O 1-(4-(6-chloro-7-(2-fluoro-6-hydroxy-phenyl)quinazolin-4-yl)piperazin-1-yl)prop-2-en-1-one